CN(C1=CC=C(C=C1)NCC(CC=1NC(NC1)=O)O)C 4-[3-(4-dimethylaminophenylamino)-2-hydroxypropyl]-1,3-dihydroimidazol-2-one